C(C)NC(=O)NC1=NN(C(=C1)CN1CCC(CC1)C=1C(=NC(=CC1)C=1NC=CN1)F)C 1-ethyl-3-(5-((4-(2-fluoro-6-(1H-imidazol-2-yl)pyridin-3-yl)piperidin-1-yl)methyl)-1-methyl-1H-pyrazol-3-yl)urea